dimethyl-acrylamide CN(C)C(=O)C=C